CC=1C(=C(C=C(C1)C(F)(F)F)O)C=1C=NC=2C(N1)=NN(C2)[C@@H]2[C@@H](COCC2)C 3-methyl-2-(2-((3S,4S)-3-methyltetrahydro-2H-pyran-4-yl)-2H-pyrazolo[3,4-b]pyrazin-6-yl)-5-(trifluoromethyl)phenol